(S)-1-(1-(6-ethoxy-5-methoxypyridin-2-yl)-2-(methylsulfonyl)ethyl)-3-methyl-5-(4-fluorophenyl)-1H-benzo[d]imidazol C(C)OC1=C(C=CC(=N1)[C@@H](CS(=O)(=O)C)N1CN(C2=C1C=CC(=C2)C2=CC=C(C=C2)F)C)OC